C(C)(C)(C)OC(=O)NCCCC[C@H](NC(CCOCCOCCOCCOCCOCCOCCOCCOC)=O)C(=O)O (28S)-28-{4-[(tert-butoxycarbonyl)amino]butyl}-26-oxo-2,5,8,11,14,17,20,23-octaoxa-27-azanonacosan-29-oic acid